[N+](=O)([O-])C1=C(C=CC=C1)N1CCC(CC1)C1=CC=C(C=C1)C 1-(2-nitrophenyl)-4-(p-tolyl)piperidine